(R)-N,N-dimethyl-2-((2-oxo-4-(o-tolyl)-1,2-dihydroquinolin-7-yl)oxy)propanamide CN(C([C@@H](C)OC1=CC=C2C(=CC(NC2=C1)=O)C1=C(C=CC=C1)C)=O)C